2-((3-chloro-4-methylphenyl)amino)-N-((3-(2,6-dioxopiperidin-3-yl)-2-methylquinolin-6-yl)methyl)acetamide ClC=1C=C(C=CC1C)NCC(=O)NCC=1C=C2C=C(C(=NC2=CC1)C)C1C(NC(CC1)=O)=O